CN1N=C(C=C1)CC=1C2=C(C(NN1)=O)C=NC(=C2)S(=O)(=O)C2=CC=CC=C2 ((1-methyl-1H-pyrazol-3-yl)methyl)-7-(phenylsulfonyl)pyrido[3,4-d]pyridazin-4(3H)-one